methylpiperidin CN1CCCCC1